5-(3,4-difluoro-5-(piperazin-1-yl)phenyl)-3-(pyrazolo[1,5-a]pyridin-5-yl)-1H-pyrrolo[2,3-b]pyridine FC=1C=C(C=C(C1F)N1CCNCC1)C=1C=C2C(=NC1)NC=C2C2=CC=1N(C=C2)N=CC1